N1(CCC1)CCC=1C(=CC(N(C1)C(C(=O)N[C@@H](CC(=O)O)C=1C=C(C=C(C1F)C)C1=C(C=C(C(=C1)C#N)C)C)CC(C)C)=O)C(F)(F)F (3S)-3-(2-(5-(2-(azetidin-1-yl)ethyl)-2-oxo-4-(trifluoromethyl)pyridin-1(2H)-yl)-4-methylpentanamido)-3-(5'-cyano-4-fluoro-2',4',5-trimethyl-[1,1'-biphenyl]-3-yl)propanoic acid